(morpholinomethyl)-2-(piperidin-1-yl)aniline trihydrochloride Cl.Cl.Cl.O1CCN(CC1)CNC1=C(C=CC=C1)N1CCCCC1